methyl 4-(6-(5-((3-chloro-5-(methylsulfonamido)phenyl)carbamoyl)-2-methylthiophen-3-yl)-5-methylpyridin-3-yl)piperazine-1-carboxylate ClC=1C=C(C=C(C1)NS(=O)(=O)C)NC(=O)C1=CC(=C(S1)C)C1=C(C=C(C=N1)N1CCN(CC1)C(=O)OC)C